(2R,3R,4R,5R)-4-((tert-butyldimethylsilyl)oxy)-2-(((tert-butyldimethylsilyl)oxy)methyl)-5-(2,4-dioxo-3,4-dihydropyrimidin-1(2H)-yl)tetrahydrofuran-3-yl hydrogen sulfate S(=O)(=O)(O[C@@H]1[C@H](O[C@H]([C@@H]1O[Si](C)(C)C(C)(C)C)N1C(NC(C=C1)=O)=O)CO[Si](C)(C)C(C)(C)C)O